FC(OC1=CC=C(C=C1)NC1=NC2=CC=CC=C2C=C1)(F)F N-(4-(trifluoromethoxy)phenyl)chinolin-2-amin